N-lauroyl-alanine sodium [Na].C(CCCCCCCCCCC)(=O)N[C@@H](C)C(=O)O